NC1=NC2=CC=C(C=C2C=C1C)C(=O)N(CC1=NC=C(C=C1)C(F)(F)F)CC1=NC=C(C=C1)F 2-amino-N-((5-fluoro-2-pyridinyl)methyl)-3-methyl-N-((5-(trifluoromethyl)-2-pyridinyl)methyl)-6-quinolinecarboxamide